(S)-4-phenylthiazolidine-2-thione C1(=CC=CC=C1)[C@@H]1NC(SC1)=S